[Na].N1N=CC=C1 pyrazole sodium salt